3-acetyl-2-((3,5-dichlorophenyl)amino)-7-fluoroquinazolin-4(3H)-one C(C)(=O)N1C(=NC2=CC(=CC=C2C1=O)F)NC1=CC(=CC(=C1)Cl)Cl